3-(1-thioxo-5-((4-(m-tolyl)piperazin-1-yl)methyl)isoindolin-2-yl)piperidine-2,6-dione S=C1N(CC2=CC(=CC=C12)CN1CCN(CC1)C=1C=C(C=CC1)C)C1C(NC(CC1)=O)=O